(S)-3-(((4-oxochroman-7-yl)oxy)(pyridin-4-yl)methyl)benzamide O=C1CCOC2=CC(=CC=C12)O[C@@H](C=1C=C(C(=O)N)C=CC1)C1=CC=NC=C1